1H-indole-4-carboxylic acid methyl ester COC(=O)C=1C=2C=CNC2C=CC1